1-[3-acetyl-6-[6-[(6-methylpyridazin-3-yl)amino]benzimidazol-1-yl]-2-pyridinyl]-N,5-dimethyl-pyrazole-3-carboxamide C(C)(=O)C=1C(=NC(=CC1)N1C=NC2=C1C=C(C=C2)NC=2N=NC(=CC2)C)N2N=C(C=C2C)C(=O)NC